[K].FC(C1=CC=C(C=C1)O)(F)F 4-(trifluoromethyl)phenol potassium salt